[5-(9,9-Dimethyl-9H-fluoren-2-yl)[1,1'-biphenyl]-3-yl]boronic acid CC1(C2=CC=CC=C2C=2C=CC(=CC12)C=1C=C(C=C(C1)C1=CC=CC=C1)B(O)O)C